4-((3-((1-Fluorocyclopropane-1-carboxamido)methyl)phenyl)amino)-2-((6-methoxy-2-methyl-1,2,3,4-tetrahydroisoquinolin-7-yl)amino)pyrimidine-5-carboxamide FC1(CC1)C(=O)NCC=1C=C(C=CC1)NC1=NC(=NC=C1C(=O)N)NC1=C(C=C2CCN(CC2=C1)C)OC